C(C)(C)(C)OC(=O)N(CCCN(C(OC(C)(C)C)=O)CC1=CC(=CC=C1)[N+](=O)[O-])C1=CC(=C(C=C1)C)B1OC(C(O1)(C)C)(C)C tert-butyl (3-((tert-butyloxycarbonyl)(4-methyl-3-(4,4,5,5-tetramethyl-1,3,2-dioxaborolan-2-yl)phenyl)amino)propyl)(3-nitrobenzyl)carbamate